N[C@@H]1CC(N(C1)C1=CC=C(C=C1)S(=O)(=O)N1CCN(CC1)C1=NC(=CC(=C1)C(C1=NC=C(N=C1)C)(F)F)Cl)=O (4R)-4-amino-1-[4-[4-[6-chloro-4-[difluoro-(5-methylpyrazin-2-yl)methyl]-2-pyridyl]piperazin-1-yl]sulfonylphenyl]pyrrolidin-2-one